trimethyl-2'-oxo-2',3'-dihydrospiro[azetidine-3,1'-pyrrolo[2,3-c]quinoline] CC1=CC=CC=2C3=C(C(=NC12)C)N(C(C31CNC1)=O)C